NC=1C=C2CN(C(NC2=CC1)=O)C 6-amino-3-methyl-1,4-dihydroquinazolin-2-one